BrC1=C(C=CC(=C1)F)C(CF)=O 1-(2-bromo-4-fluoro-phenyl)-2-fluoro-ethanone